C(C)(=O)N[C@H](C(=O)NC(C([O-])=S)CCC(C=[N+]=[N-])=O)CC1=CNC2=CC=CC=C12 2-((S)-2-acetamido-3-(1H-indol-3-yl) propanamido)-6-diazo-5-oxohexanethioate